ethyl 5-((2-(aminomethyl)thiazol-5-yl) sulfonyl)-[1,1'-biphenyl]-3-carboxylate NCC=1SC(=CN1)S(=O)(=O)C=1C=C(C=C(C1)C1=CC=CC=C1)C(=O)OCC